(S)-pyrrolidine-1,2-dicarboxylic acid 1-tert-butyl ester 2-butyl ester CC(CC)OC(=O)[C@H]1N(CCC1)C(=O)OC(C)(C)C